1-fluoro-N-((6S,7S)-6-((2-fluoro-3'-(trifluoromethyl)-[1,1'-biphenyl]-3-yl)methyl)-5-((R)-oxetane-2-carbonyl)-5-azaspiro[2.4]heptan-7-yl)methanesulfonamide FCS(=O)(=O)N[C@@H]1[C@@H](N(CC12CC2)C(=O)[C@@H]2OCC2)CC=2C(=C(C=CC2)C2=CC(=CC=C2)C(F)(F)F)F